(Z)-3-Cyano-N-(1-(2-(2,6-dimethylpyridin-4-yl)vinyl)-1H-indazol-6-yl)-2-isopropylbenzamide C(#N)C=1C(=C(C(=O)NC2=CC=C3C=NN(C3=C2)\C=C/C2=CC(=NC(=C2)C)C)C=CC1)C(C)C